5-((5-(4'-(1-(2-aminoethyl)-1H-pyrazol-3-yl)-[1,1'-biphenyl]-4-yl)-4,6-difluoro-1H-benzo[d]imidazol-2-yl)oxy)-2-chlorobenzoic acid NCCN1N=C(C=C1)C1=CC=C(C=C1)C1=CC=C(C=C1)C1=C(C2=C(NC(=N2)OC=2C=CC(=C(C(=O)O)C2)Cl)C=C1F)F